C(OC1=CC=C(C=C1)C)(OC1=CC=C(C=C1)C)=O bis(4-methylphenyl) carbonate